1-(methoxymethyl)-4-piperidinol COCN1CCC(CC1)O